C(C)N1C(=C(C2=CC(=CC=C12)C=1SC=C(N1)CCC(=O)O)CC(CO)(C)C)C=1C(=NC=CC1)COC 3-[2-[1-ethyl-3-(3-hydroxy-2,2-dimethylpropyl)-2-[2-(methoxymethyl)pyridin-3-yl]Indol-5-yl]-1,3-thiazol-4-yl]Propionic acid